NC=1C=2N(C=CN1)C(=CN2)C=2C=C(C=CC2C)S(=O)(=O)NCC2CCN(CC2)C(=O)C2CC2 3-(8-aminoimidazo[1,2-a]pyrazin-3-yl)-N-((1-(cyclopropanecarbonyl)piperidin-4-yl)methyl)-4-methylbenzenesulfonamide